NC=1C=C2C(=NC1C(=O)OCC)OC1=C2C=CC=C1 ethyl 3-aminobenzofuro[2,3-b]pyridine-2-carboxylate